C(C)N1C2=CC(=CC=C2C=2C=C(C=CC12)CNC)C=1SC=C(C1)C {[9-ethyl-7-(4-methylthiophen-2-yl)-9H-carbazol-3-yl]methyl}(methyl)amine